12,17-dithioxo-2,5,8,21,24,27-hexaoxa-11,13,16,18-tetraazaoctacosane S=C(NCCOCCOCCOC)NCCNC(NCCOCCOCCOC)=S